iron (chloro-iron) Cl[Fe].[Fe]